C(C=C)C=1C(=C(C=NNC(CN2CCN(CC2)CC2=CC=C(C=C2)S(=O)(=O)N)=O)C=CC1)O 4-((4-(2-(2-(3-allyl-2-hydroxybenzylidene)hydrazino)-2-oxoethyl)piperazin-1-yl)methyl)benzenesulfonamide